C(C1=CC=CC=C1)OC(=O)C1NC2=NC=CC=C2C=C1.ClC(S(=O)(=O)[O-])(Cl)Cl.[Li+] Lithium trichloromethanesulfonate Benzyl-naphthyridine-2(1H)-carboxylate